[(2S,3S,4E,6R,7S,10R)-10-hydroxy-3,7-dimethyl-12-oxo-2-[(E)-1-(3-pyrimidin-1-ylsulfonylphenyl)prop-1-en-2-yl]-1-oxacyclododec-4-en-6-yl] 4-methylpiperazine-1-carboxylate CN1CCN(CC1)C(=O)O[C@H]1/C=C/[C@@H]([C@H](OC(C[C@@H](CC[C@@H]1C)O)=O)/C(=C/C1=CC(=CC=C1)S(=O)(=O)N1CN=CC=C1)/C)C